O1COC2C1COC2C#N tetrahydrofurano[3,4-d][1,3]dioxol-4-carbonitrile